ClC=1C=C(C=CC1F)NC(=O)C1=C(N=CN1C)C1CC2CC(CC2C1)(O)C1=NN(N=C1[C@@H](CO)O)C N-(3-chloro-4-fluorophenyl)-4-(5-(5-((S)-1,2-dihydroxyethyl)-2-methyl-2H-1,2,3-triazol-4-yl)-5-hydroxyoctahydropentalen-2-yl)-1-methyl-1H-imidazole-5-carboxamide